tert-butyl 2-bromo-9,9-dimethyl-6-(2-oxopropoxy)acridine-10(9H)-carboxylate BrC1=CC=2C(C3=CC=C(C=C3N(C2C=C1)C(=O)OC(C)(C)C)OCC(C)=O)(C)C